tert-butyl (2-(1-((2-hydroxyethyl)amino)ethyl)phenyl)carbamate OCCNC(C)C1=C(C=CC=C1)NC(OC(C)(C)C)=O